1-Ethyl-1H-imidazole-4-sulfonyl chloride C(C)N1C=NC(=C1)S(=O)(=O)Cl